2-bromo-N-(3-(2-nitro-1-phenylethyl)-2-phenyl-1H-indol-5-yl)acetamide BrCC(=O)NC=1C=C2C(=C(NC2=CC1)C1=CC=CC=C1)C(C[N+](=O)[O-])C1=CC=CC=C1